(3s,5s)-3-aminomethyl-5-cyclobutyl-hexanoic acid NC[C@H](CC(=O)O)C[C@H](C)C1CCC1